C(C)(C)(C)[Si](C1=CC=CC=C1)(C1=CC=CC=C1)OC[C@H]1OC=CC1 (S)-tert-butyl((2,3-dihydrofuran-2-yl)methoxy)diphenylsilane